NC=1C(=NC(=CC1O)Br)N1CCC(CC1)(F)F 3-Amino-6-bromo-2-(4,4-difluoropiperidin-1-yl)pyridin-4-ol